1-(5-(4-amino-1-cyclopropyl-1H-pyrazolo[3,4-d]pyrimidin-3-yl)imidazo[1,2-a]pyridin-8-yl)-3-(5-(1-(trifluoromethyl)-cyclopropyl)isoxazol-3-yl)urea NC1=C2C(=NC=N1)N(N=C2C2=CC=C(C=1N2C=CN1)NC(=O)NC1=NOC(=C1)C1(CC1)C(F)(F)F)C1CC1